CCCC trans-cis-butane